4-oxo-hexahydro-5H-furo[2,3-c]pyrrol O=C1C2C(CN1)OCC2